NN1C(C(N(CC1)N)=O)=O diaminodiketopiperazine